ClC1=C2CN(C(C2=CC(=C1)CNC1(CCC1)C)=O)C1=CC(=CC=C1)[C@](C1=CC=CC=C1)(C1=NN=CN1C)F (R)-4-chloro-2-(3-(fluoro(4-methyl-4H-1,2,4-triazol-3-yl)(phenyl)methyl)phenyl)-6-(((1-methylcyclobutyl)amino)methyl)isoindolin-1-one